IC1=NC(=CC2=C1N(C=N2)C)C(F)(F)F 4-iodo-3-methyl-6-(trifluoromethyl)-3H-imidazo[4,5-c]Pyridine